3-((6-chloro-2-(5-fluoro-1H-pyrrolo[2,3-b]pyridin-3-yl)pyrrolo[2,1-f][1,2,4]triazin-4-yl)amino)bicyclo[2.2.2]octane-2-carboxylic acid ClC=1C=C2C(=NC(=NN2C1)C1=CNC2=NC=C(C=C21)F)NC2C(C1CCC2CC1)C(=O)O